(2S,4r)-1-[(2S)-2-(4-cyclopropyl-triazol-1-yl)-3,3-dimethyl-butyryl]-4-hydroxy-N-[3-(methylsulfonylmethyl)oxetan-3-yl]pyrrolidine-2-carboxamide C1(CC1)C=1N=NN(C1)[C@H](C(=O)N1[C@@H](C[C@H](C1)O)C(=O)NC1(COC1)CS(=O)(=O)C)C(C)(C)C